Butylacetylaminopropionate C(CCC)C(C(=O)[O-])(C)NC(C)=O